ClC=1C=C(C=CC1F)NC(N(CC1=NC=NC=C1)C(C)C1=CNC(C2=CC=CC=C12)=O)=O 3-(3-chloro-4-fluorophenyl)-1-(1-(1-oxo-1,2-dihydroisoquinolin-4-yl)ethyl)-1-(pyrimidin-4-ylmethyl)urea